cis-2-benzyl-1,3-dioxan-5-ol C(C1=CC=CC=C1)[C@@H]1OC[C@@H](CO1)O